FC1=C(C(=O)NC(=O)NNC2=NC=C(C=C2)F)C=CC(=C1)F N-(2,4-difluorobenzoyl)-2-(5-fluoropyridin-2-yl)hydrazinecarboxamide